sodium 1,1-cyclobutanedicarboxylate C1(CCC1)(C(=O)[O-])C(=O)[O-].[Na+].[Na+]